FC=1C=C(C=CC1OC)C1=CN=C2N1C=CN=C2NC2=CC(=C(C(=O)N(CCOCCN1CCNCC1)C)C=C2)C 4-[2-[2-[[4-[[3-(3-fluoro-4-methoxyphenyl)imidazo[1,2-a]pyrazin-8-yl]amino]-2-methylbenzoyl]-methylamino]ethoxy]ethyl]piperazine